ClC1=C(C=CC=C1Cl)N1C(=NC(=C(C1=O)C)O)SC 3-(2,3-dichlorophenyl)-6-hydroxy-5-methyl-2-(methylsulfanyl)-3,4-dihydro-pyrimidin-4-one